C(C)[C@H]1N(CCCC1)C1=CC(=CC(=N1)C(=O)NC1=CC(=C(C(=O)O)C=C1)C)C (R)-4-(6-(2-ethylpiperidin-1-yl)-4-methylpyridinamido)-2-methylbenzoic acid